NCCOCCOCCOCCOCCOCCOCCOCCOCCOC(NC)=O [2-[2-[2-[2-[2-[2-[2-[2-(2-aminoethoxy)ethoxy]ethoxy]ethoxy] ethoxy]ethoxy]ethoxy]-ethoxy]ethyl]-N-methyl-carbamate